The molecule is an amino trisaccharide consisting of alpha-L-fucopyranose, beta-D-galactopyranose and 2-acetamido-2-deoxy-D-glucopyranose residues joined in sequence by (1->6) and (1->4) glycosidic bonds. C[C@H]1[C@H]([C@H]([C@@H]([C@@H](O1)OC[C@@H]2[C@@H]([C@@H]([C@H]([C@@H](O2)O[C@@H]3[C@H](OC([C@@H]([C@H]3O)NC(=O)C)O)CO)O)O)O)O)O)O